glycine triethanolamine salt N(CCO)(CCO)CCO.NCC(=O)O